COC=1C=C(CN2C(N(C3=CC=C(C=C3C2=O)C(C)O)C2CCOCC2)=O)C=CC1OC 3-(3,4-dimethoxybenzyl)-6-(1-hydroxyethyl)-1-(tetrahydro-2H-pyran-4-yl)-quinazoline-2,4(1H,3H)-dione